iridium-silver [Ag].[Ir]